ClC1=CC=C(COC(=O)\N=N\C(=O)OCC2=CC=C(C=C2)Cl)C=C1 (E)-diazene-1,2-dicarboxylic acid bis(4-chlorobenzyl) ester